ClC1=C(N=CC(=N1)N)C(F)(F)F 6-chloro-5-(trifluoromethyl)pyrazin-2-amine